OC(COCC(COC(C=C)=O)O)COC(C=C)=O bis(2-hydroxy-3-acryloyloxypropyl) ether